6-[2,6-difluoro-3-(5-fluoro-2-methoxypyridine-3-sulfonamido)phenyl]-5-fluoro-N-methylimidazo[1,5-a]pyrazine-1-carboxamide FC1=C(C(=CC=C1NS(=O)(=O)C=1C(=NC=C(C1)F)OC)F)C=1N=CC=2N(C1F)C=NC2C(=O)NC